[4-(3-methylbut-2-enyl)cyclohexyl]methanol tert-butyl-6'-(diethylcarbamoyl)-5'-(hydroxymethyl)-3'H-spiro[azetidine-3,2'-benzo[b][1,4]dioxine]-1-carboxylate C(C)(C)(C)C1OC2=C(OC13CN(C3)C(=O)OCC3CCC(CC3)CC=C(C)C)C=CC(=C2CO)C(N(CC)CC)=O